2-(7-((2s,5r)-4-(1-(4-fluoro-2-(trifluoromethyl)phenyl)ethyl)-2,5-dimethylpiperazin-1-yl)-4-methyl-5-oxo-4,5-dihydro-2H-pyrazolo[4,3-b]pyridin-2-yl)acetonitrile FC1=CC(=C(C=C1)C(C)N1C[C@@H](N(C[C@H]1C)C=1C=2C(N(C(C1)=O)C)=CN(N2)CC#N)C)C(F)(F)F